CC=1C=C(C=C(C1O)C)CC1=C(C(=CC(=C1)CC1=CC(=C(C(=C1)C)O)C)C)O 2,4-bis(3,5-dimethyl-4-hydroxyphenylmethyl)-6-methylphenol